tert-Butyl 4-fluoro-3-(1-(4-fluorophenyl)-1H-pyrazol-4-yl)benzylcarbamate FC1=C(C=C(CNC(OC(C)(C)C)=O)C=C1)C=1C=NN(C1)C1=CC=C(C=C1)F